(S)-ethyl 8-(2-amino-6-((R)-1-(5-chloro-3'-(((1R,4R)-4-hydroxycyclohexyl)carbamoyl)-[1,1'-biphenyl]-2-yl)-2,2,2-trifluoroethoxy)pyrimidin-4-yl)-2,8-diazaspiro[4.5]decane-3-carboxylate NC1=NC(=CC(=N1)N1CCC2(C[C@H](NC2)C(=O)OCC)CC1)O[C@@H](C(F)(F)F)C1=C(C=C(C=C1)Cl)C1=CC(=CC=C1)C(NC1CCC(CC1)O)=O